NC=1C(=C2C(=NC1C(=O)OC)N(C=C2C#N)CC)C2=C(C(=C(C=C2)C)OC)C methyl 5-amino-3-cyano-1-ethyl-4-(3-methoxy-2,4-dimethyl-phenyl)pyrrolo[2,3-b]pyridine-6-carboxylate